C(C)(C)(C)C1=NOC(=N1)C(=O)NCC1=C(C=C(C=C1)B1OC(C(O1)(C)C)(C)C)F 3-(tert-butyl)-N-(2-fluoro-4-(4,4,5,5-tetramethyl-1,3,2-dioxaborolan-2-yl)benzyl)-1,2,4-oxadiazole-5-carboxamide